(1,2-dihydroxyethylene)diacrylamide OC(C(O)C=CC(=O)N)C=CC(=O)N